6-methoxy-N-(1-(2-methyl-2H-1,2,3-triazol-4-yl)-2-oxo-1,2-dihydropyridin-3-yl)-2H-indazole-5-carboxamide COC=1C(=CC2=CNN=C2C1)C(=O)NC=1C(N(C=CC1)C1=NN(N=C1)C)=O